C(=O)(O)C(C)N(CCOC(C(=O)O)CC(=O)O)CCOC(C(=O)O)CC(=O)O 2,2'-[[(1-carboxyethyl)imino]bis(2,1-ethanediyloxy)]bis[butanedioic acid]